2,4,6-tris-(3-bromophenyl)-(1,3,5)triazine BrC=1C=C(C=CC1)C1=NC(=NC(=N1)C1=CC(=CC=C1)Br)C1=CC(=CC=C1)Br